tert-butyl (2s)-4-(3-(4-bromophenyl)-4,4,4-trifluorobutylsulfonimidoyl)-2-((tert-butoxycarbonyl)amino)butanoate BrC1=CC=C(C=C1)C(CCS(=O)(=N)CC[C@@H](C(=O)OC(C)(C)C)NC(=O)OC(C)(C)C)C(F)(F)F